4-[(6S)-2,2-difluoro-7-[(5-methoxy-7-methyl-1H-indol-4-yl)methyl]-7-azaspiro[3.5]nonan-6-yl]-3-(isopropylamino)benzoic acid FC1(CC2(C1)C[C@H](N(CC2)CC2=C1C=CNC1=C(C=C2OC)C)C2=C(C=C(C(=O)O)C=C2)NC(C)C)F